1-[(2-bromophenyl) sulfonyl]-5-methoxy-3-[(4-methyl-1-piperazinyl) methyl]-1H-indoledisulfonate monohydrate O.BrC1=C(C=CC=C1)S(=O)(=O)N1C(C(C2=CC(=CC=C12)OC)(S(=O)(=O)O)CN1CCN(CC1)C)S(=O)(=O)O